ClC=1C=CC(=NC1)C(=O)N1CC(CC1)C1=C(C(=O)N)C=C(C=C1)OC1=C(C=CC=C1)C(C)C 2-(1-(5-chloropyridineformyl)pyrrolidin-3-yl)-5-(2-isopropylphenoxy)benzamide